2-propyl-2H-1,2,3-triazole-4-sulfonyl chloride C(CC)N1N=CC(=N1)S(=O)(=O)Cl